tert-butyl 3-((S)-6-(((3S,3aR,6S,6aR)-6-(2,5,8,11,14,17,20,23,26,29,32,35-dodecaoxaoctatriacontan-38-amido)hexahydrofuro[3,2-b]furan-3-yl)amino)-2-amino-6-oxohexanamido)propanoate COCCOCCOCCOCCOCCOCCOCCOCCOCCOCCOCCOCCC(=O)N[C@H]1CO[C@H]2[C@@H]1OC[C@@H]2NC(CCC[C@@H](C(=O)NCCC(=O)OC(C)(C)C)N)=O